1,1'-(3,3'-dichloro[1,1'-biphenyl]-4,4'-diyl)bis{4-amino-2-hydroxy-3-[(E)-diazenyl]naphthalene-1-sulfonic acid} ClC=1C=C(C=CC1C1(C(C(=C(C2=CC=CC=C12)N)\N=N\[H])O)S(=O)(=O)O)C1=CC(=C(C=C1)C1(C(C(=C(C2=CC=CC=C12)N)\N=N\[H])O)S(=O)(=O)O)Cl